5-methyl-N-[5-(m-tolyl)thiazol-2-yl]-8-oxo-6,7-dihydroindolizine-5-carboxamide CC1(N2C=CC=C2C(CC1)=O)C(=O)NC=1SC(=CN1)C=1C=C(C=CC1)C